CC=1N=C(NC1)C1=CC=CC=C1 4-methyl-2-phenylimidazole